NC1=CC=C(C=C1)C1=NC(=NC(=N1)N1CCOCC1)N1C(COCC1)CO (4-(4-(4-aminophenyl)-6-morpholino-1,3,5-triazin-2-yl)morpholin-3-yl)methanol